2-{6-[(3S)-3-(cyclobutylamino)pyrrolidin-1-yl]pyridazin-3-yl}-5-(6-methylpyridazin-4-yl)phenol C1(CCC1)N[C@@H]1CN(CC1)C1=CC=C(N=N1)C1=C(C=C(C=C1)C1=CN=NC(=C1)C)O